neopentyl monomethacrylate C(C(=C)C)(=O)OCC(C)(C)C